(1S,2R)-1-(2-cyano-5-fluorophenyl)-1-(1,3-dimethyl-1H-pyrazol-4-yl)propan C(#N)C1=C(C=C(C=C1)F)[C@H](CC)C=1C(=NN(C1)C)C